OCC1=CC=C(OC2CN(C2)C=2C(=C(C(=O)N)C=CC2)N2C=CC=C2)C=C1 3-(3-(4-(hydroxymethyl)phenoxy)azetidin-1-yl)-2-(1H-pyrrol-1-yl)benzamide